The molecule is a steroid saponin isolated from Ornithogalum thyrsoides and has been shown to exhibit cytotoxic activity. It has a role as a metabolite and an antineoplastic agent. It is a beta-D-glucoside, a 17-hydroxy steroid, an acetate ester, a benzoate ester, a cholestanoid and a steroid saponin. It derives from a 3,4-dimethoxybenzoic acid. C[C@@H](C(=O)CCC(C)C)[C@]1([C@H](C[C@@H]2[C@@]1(CC[C@H]3[C@H]2CC=C4[C@@]3(CC[C@@H](C4)O[C@H]5[C@@H]([C@H]([C@@H]([C@H](O5)CO[C@H]6[C@@H]([C@H]([C@@H]([C@H](O6)CO)O[C@H]7[C@@H]([C@H]([C@@H]([C@H](O7)CO)O)O)O)O)O)O)O)O)C)C)O[C@H]8[C@@H]([C@H]([C@H](CO8)O)O[C@H]9[C@@H]([C@H]([C@@H](CO9)O)O)OC(=O)C1=CC(=C(C=C1)OC)OC)OC(=O)C)O